N-(1-(2-(cyclopropanesulphonylamino)thiazol-4-yl)cyclopropyl)isoquinoline-6-carboxamide C1(CC1)S(=O)(=O)NC=1SC=C(N1)C1(CC1)NC(=O)C=1C=C2C=CN=CC2=CC1